methyl 5-((3-amino-6-phenylpyridin-2-yl)amino)picolinate NC=1C(=NC(=CC1)C1=CC=CC=C1)NC=1C=CC(=NC1)C(=O)OC